(R)-1-(3-(1-(4-(2-fluoro-3-methoxyphenoxy)phenyl)-8-propylimidazo[1,5-a]pyrazin-3-yl)pyrrolidin-1-yl)but-2-yn-1-one FC1=C(OC2=CC=C(C=C2)C=2N=C(N3C2C(=NC=C3)CCC)[C@H]3CN(CC3)C(C#CC)=O)C=CC=C1OC